C1(CC1)C=1N=CC2=C(N1)CN(CC2)C(=O)C2=C(OC=1N=CN=C(C12)NC1(CC1)C)C 5-{2-cyclopropyl-5h,6h,7h,8h-pyrido[3,4-d]pyrimidine-7-carbonyl}-6-methyl-N-(1-methylcyclopropyl)furo[2,3-d]pyrimidin-4-amine